tert-Butyl (S)-((1-((1-(3,5-difluorophenyl)pyrrolidin-2-yl)methyl)-1H-pyrazol-4-yl)methyl)carbamate FC=1C=C(C=C(C1)F)N1[C@@H](CCC1)CN1N=CC(=C1)CNC(OC(C)(C)C)=O